C[Si](CCOCN1N=CC(=C1)C(=O)N)(C)C {[2-(trimethylsilyl)ethoxy]methyl}-1H-pyrazole-4-carboxamide